[N+](=O)([O-])C1=CC=C(C(C(=O)O)=C1)O 5-nitrosalicylic acid